N,N-dimethyl-alanine CN([C@@H](C)C(=O)O)C